ClC1=CC=C(C=C1)C1=CC(NC1(C)O)=O 4-(4-chlorophenyl)-5-hydroxy-5-methyl-1H-pyrrol-2(5H)-one